N-((1r,3r)-3-((5-(imidazo[1,2-a]pyridin-6-yl)-7H-pyrrolo[2,3-d]pyrimidin-2-yl)amino)-1-methylcyclobutyl)propionamide N=1C=CN2C1C=CC(=C2)C2=CNC=1N=C(N=CC12)NC1CC(C1)(C)NC(CC)=O